tert-butyl 5-[4-[3-(2,4-dioxohexahydropyrimidin-1-yl)-1-methyl-indazol-6-yl]piperazin-1-yl]pentanoate O=C1N(CCC(N1)=O)C1=NN(C2=CC(=CC=C12)N1CCN(CC1)CCCCC(=O)OC(C)(C)C)C